CC=1C2=C(N3C1C=NCC3)N=CC(=C2)C(F)(F)F 5-Methyl-3-(trifluoromethyl)-8,9-dihydropyrido[3',2':4,5]pyrrolo[1,2-a]pyrazine